C(C1=CC=CC=C1)O[C@@H]1[C@H]([C@H](OC2=CC=C(C=C2)OC)O[C@@H]([C@H]1O[C@H]1[C@@H](OCC2=CC=CC=C2)[C@@H](OCC2=CC3=CC=CC=C3C=C2)[C@H](OCC2=CC=CC=C2)[C@H](O1)CO)COCC1=CC=CC=C1)N1C(C2=CC=CC=C2C1=O)=O 4-Methoxyphenyl 3,6-di-O-benzyl-2-deoxy-4-O-{2,4-di-O-benzyl-3-O-[(naphthalen-2-yl)methyl]-β-D-mannopyranosyl}-2-(1,3-dioxo-1,3-dihydro-2H-isoindol-2-yl)-β-D-glucopyranoside